1,3-bis(1,1-dimethylethyl)-5,7-azulenedisulfonic acid CC(C)(C)C1=CC(=C2C=C(C=C(C=C12)S(=O)(=O)O)S(=O)(=O)O)C(C)(C)C